N1N=CC2=CC(=CC=C12)C=1C=CC(=NC1)N 5-(1H-indazol-5-yl)pyridin-2-amine